O1CCC(=CC1)OB(O)O (3,6-dihydro-2H-pyran-4-yl)boric acid